C(C)(C)(C)P(C(C)(C)C)C1=NN(C=C1)C=1C(=NN(C1C1=CC=CC=C1)C1=CC=CC=C1)C1=CC=CC=C1 (Di-t-butylphosphino)-1',3',5'-triphenyl-1,4'-bi-1H-pyrazole